(4-cyclopropyloxazol-5-yl)((4S,7R)-4-(4-fluorobenzo[d]thiazol-2-yl)-7-methyl-6,7-dihydro-1H-imidazo[4,5-c]pyridin-5(4H)-yl)methanone C1(CC1)C=1N=COC1C(=O)N1[C@@H](C2=C([C@@H](C1)C)NC=N2)C=2SC1=C(N2)C(=CC=C1)F